5-chloro-3-methyl-6-nitro-1H-indole-2-carboxylic acid ClC=1C=C2C(=C(NC2=CC1[N+](=O)[O-])C(=O)O)C